3-hydroxypyrrolidine-3-carboxylic acid methyl ester HCl salt Cl.COC(=O)C1(CNCC1)O